N1=C(C=CC=C1)CCC(C(=O)N)CC(=O)N (2-pyridin-2-yl-ethyl)-succinamide